3-O-methylgallate COC=1C=C(C(=O)[O-])C=C(C1O)O